C12(CC(C1)C2)NC(=O)C2=CC1=C(C(N(C=C1C1=CC(=CC(=C1)C)OC1=CC(=C(C=C1)C)NC(CCCN(C)C)=O)C)=O)N2 N-(bicyclo[1.1.1]pentan-1-yl)-4-(3-(3-(4-(dimethylamino)butanamido)-4-methylphenoxy)-5-methylphenyl)-6-methyl-7-oxo-6,7-dihydro-1H-pyrrolo[2,3-c]pyridine-2-carboxamide